C(C)(C)N(S(=O)(=O)NC=1C=C2C(=CNC2=CC1)C1CCN(CC1)C(C)CCC)C(C)C 5-(N,N-diisopropylaminosulfonyl)amino-3-(1-(2-pentyl)-piperidin-4-yl)-1H-indole